((tert-Butoxycarbonyl)amino)-1-cyclopropyl-3,3-dimethyl-2-oxoindoline-6-carboxylic acid methyl ester COC(=O)C1=CC(=C2C(C(N(C2=C1)C1CC1)=O)(C)C)NC(=O)OC(C)(C)C